CC(C=O)C L-2-methylpropionaldehyde